CC1=NC(=CC(=N1)NC1=CC=C(N=N1)C(=O)NC([2H])([2H])[2H])C 6-((2,6-dimethylpyrimidin-4-yl)amino)-N-(methyl-d3)pyridazine-3-carboxamide